NC=1SC2=C(N1)C=C(C=C2)C2N(CC(CC2)C)C(C(=O)NC=2C=NC=C(C(=O)N)C2)=O 5-(2-(2-(2-aminobenzo[d]thiazol-5-yl)-5-methylpiperidin-1-yl)-2-oxoacetamido)Nicotinamide